P(=O)(OC(C)(C)C)(OC(C)(C)C)OCN1C(=CC2=CC(=C(C=C12)F)F)C(N(C)[C@H]1COCC=2NC(C=3C=C(C(=CC3C21)F)F)=O)=O (R)-di-tert-butyl ((2-((8,9-difluoro-6-oxo-1,4,5,6-tetrahydro-2H-pyrano[3,4-c]isoquinolin-1-yl) (methyl) carbamoyl)-5,6-difluoro-1H-indol-1-yl) methyl) phosphate